(4R,4'S)-6-chloro-4'-[(ethylamino)methyl]-1'-(4-isoquinolyl)-2-[(6-methylpyrimidin-4-yl)methyl]spiro[3H-isoquinoline-4,3'-pyrrolidine]-1,2'-dione ClC=1C=C2C(=CC1)C(N(C[C@]21C(N(C[C@@H]1CNCC)C1=CN=CC2=CC=CC=C12)=O)CC1=NC=NC(=C1)C)=O